OC(C)(C)C=1C(=CC2=CN(N=C2C1)C1CCC(CC1)CI)NC(=O)C1=NC(=CC=C1)C(F)(F)F N-[6-(1-hydroxy-1-methyl-ethyl)-2-[4-(iodomethyl)cyclohexyl]indazol-5-yl]-6-(trifluoromethyl)pyridine-2-carboxamide